(2R,3R,4R,5S)-5-amino-2-((4-((1-phenylpiperidin-4-yl)methyl)piperazin-1-yl)methyl)tetrahydro-2H-pyran-3,4-diol N[C@@H]1[C@H]([C@H]([C@H](OC1)CN1CCN(CC1)CC1CCN(CC1)C1=CC=CC=C1)O)O